5-(trifluoromethyl)-1H-pyrazolo[3,4-c]pyridine-7-carbaldehyde FC(C=1C=C2C(=C(N1)C=O)NN=C2)(F)F